N1-(5-benzylpyrimidin-2-yl)-N2-(6-(1-methyl-1H-pyrazol-4-yl)pyrazolo[1,5-a]pyridin-3-yl)ethane-1,2-diamine C(C1=CC=CC=C1)C=1C=NC(=NC1)NCCNC=1C=NN2C1C=CC(=C2)C=2C=NN(C2)C